tert-butyl (R)-4-(5-bromopyrimidin-2-yl)-3-((2-methoxyethoxy)methyl)piperazine-1-carboxylate BrC=1C=NC(=NC1)N1[C@H](CN(CC1)C(=O)OC(C)(C)C)COCCOC